2-fluoro-6-[(2-fluorobenzyl)amino]-9-(tetrahydrofuran-2-yl)-9H-purine FC1=NC(=C2N=CN(C2=N1)C1OCCC1)NCC1=C(C=CC=C1)F